ClC1=C(C(=O)OC=CC=C)C=CC=C1 (2r)-but-1,3-dien-1-yl 2-chlorobenzoate